(methylsulfanyl)pyrazolo[1,5-a][1,3,5]triazine CSC1=NC=2N(C=N1)N=CC2